C1=CC(=C(C=C1Cl)Cl)OCCCC(=O)[O-] The molecule is a monocarboxylic acid anion resulting from the dprotonation of the carboxy group of 4-(2,4-dichlorophenoxy)butanoic acid (2,4-DB). The major species at pH 7.3. It has a role as an agrochemical, a herbicide and a synthetic auxin. It is a conjugate base of a 2,4-DB.